C1=CC=C(C=2SC3=C(C21)C=CC=C3C(=O)O)C(=O)O dibenzo[b,d]thiophene-4,6-dicarboxylic acid